C(C)(C)N(CCCCC(CCCCCCCCCCO[Si](C(C)(C)C)(C)C)(CCCCCCCCCCO[Si](C(C)(C)C)(C)C)O)C(C)C (5s)-15-(4-(diisopropylamino)butyl)-2,2,3,3,27,27,28,28-octamethyl-4,26-dioxa-3,27-disilanonacosane-15-ol